FC(S(=O)(=O)[O-])(F)F.C(#N)C[NH+]1CCCC1 N-(cyanomethyl)pyrrolidinium trifluoromethanesulfonate